O=C1NC(CCC1N1C(N(C2=C1C=CC(=C2)NC2=CC=C(C=C2)NC([O-])=O)C)=O)=O [4-[[1-(2,6-dioxo-3-piperidyl)-3-methyl-2-oxo-benzimidazol-5-yl]amino]phenyl]carbamate